tert-butyl (1S,5R)-3-(2-(((R)-1-((benzyloxy)methyl)-2,2-difluorocyclopropyl)methoxy)-6,8-difluoroquinazolin-4-yl)-1-methyl-3,8-diazabicyclo[3.2.1]octane-8-carboxylate C(C1=CC=CC=C1)OC[C@@]1(C(C1)(F)F)COC1=NC2=C(C=C(C=C2C(=N1)N1C[C@@]2(CC[C@H](C1)N2C(=O)OC(C)(C)C)C)F)F